FC(C(=O)O)(F)F.NC=1NC(=NN1)N1CCC(CC1)N1C[C@@H](OC[C@@H]1CC1=CC=C(C=C1)Cl)C(=O)NC(C)(C)C (2R,5S)-4-(1-(5-amino-4H-1,2,4-triazol-3-yl)piperidin-4-yl)-N-(tert-butyl)-5-(4-chlorobenzyl)morpholine-2-carboxamide 2,2,2-trifluoroacetate